N-[(3R,4S)-1-(4,4-difluorocyclohexanecarbonyl)-4-fluoropyrrolidin-3-yl]pyridine-3-carboxamide FC1(CCC(CC1)C(=O)N1C[C@H]([C@H](C1)F)NC(=O)C=1C=NC=CC1)F